C(C)(C)(C)OC(CCCCCOC1=CC=C(CN2C=CC3=CC=C(C=C23)C(=O)OC)C=C1)=O Methyl 1-(4-((6-(tert-butoxy)-6-oxohexyl)oxy)benzyl)-1H-indole-6-carboxylate